(trifluoromethyl)piperidine-3-carboxamide FC(F)(F)N1CC(CCC1)C(=O)N